methanesulfonylAmine CS(=O)(=O)N